Cl.N[C@@H]1CN(CC[C@H]1O)C1=CC(=NC=C1C=1C=NN(C1)C(F)F)NC1=NC(=NC=C1)C1=C(C=CC=C1OC)F (3R,4R)-3-amino-1-(5-(1-(difluoromethyl)-1H-pyrazol-4-yl)-2-((2-(2-fluoro-6-methoxyphenyl)pyrimidin-4-yl)amino)pyridin-4-yl)piperidin-4-ol hydrochloride